3-methyl-histidine CN1C=NC=C1C[C@H](N)C(=O)O